N2-(4-chlorobenzyl)-N3-cyclohexyl-6,7-difluoroquinoxaline-2,3-diamine ClC1=CC=C(CNC2=NC3=CC(=C(C=C3N=C2NC2CCCCC2)F)F)C=C1